NC1=NC=CC=C1C1=NC=2C(=NC(=CC2)N2N=CC=C2)N1C=1C=C2CC[C@@H](C2=CC1)NC(C1=C(C=CC=C1)NC(C(=C)Cl)=O)=O (S)-N-(5-(2-(2-aminopyridin-3-yl)-5-(1H-pyrazol-1-yl)-3H-imidazo[4,5-b]pyridin-3-yl)-2,3-dihydro-1H-inden-1-yl)-2-(2-chloroacrylamido)benzamide